FC(CN1N=CC=2C1=NC(=NC2)N2CCC1(CC(N(C1)C=1C=NC(=NC1)OCC(F)(F)F)=O)CC2)F 8-(1-(2,2-difluoroethyl)-1H-pyrazolo[3,4-d]pyrimidin-6-yl)-2-(2-(2,2,2-trifluoroethoxy)pyrimidin-5-yl)-2,8-diazaspiro[4.5]decan-3-one